5-chloro-6-(2,2,3,3,8,8,9,9-octamethyl-4,7-dioxa-3,8-disiladecan-5-yl)pyridin-3-amine ClC=1C=C(C=NC1C(O[Si](C(C)(C)C)(C)C)CO[Si](C(C)(C)C)(C)C)N